Tert-butyl (3R,4R)-4-(((7-((tert-butoxycarbonyl) ((1-methyl-1H-pyrazol-3-yl) methyl) amino)-3-isopropylpyrazolo[1,5-a]pyrimidin-5-yl) amino) methyl)-3-hydroxypiperidine-1-carboxylate C(C)(C)(C)OC(=O)N(C1=CC(=NC=2N1N=CC2C(C)C)NC[C@@H]2[C@H](CN(CC2)C(=O)OC(C)(C)C)O)CC2=NN(C=C2)C